4-(4-Cyano-6-cyclohexyl-3-hydroxy-pyridin-2-yl)-4-oxo-butyric acid ethyl ester C(C)OC(CCC(=O)C1=NC(=CC(=C1O)C#N)C1CCCCC1)=O